4-(1-hydroxyethyl)-6-(((S)-5-oxopyrrolidin-2-yl)methoxy)pyrido[3,4-g]isoquinolin-1(2H)-one OC(C)C1=CNC(C2=CC=3C=CN=C(C3C=C21)OC[C@H]2NC(CC2)=O)=O